6-((2-fluoro-4-propionylbenzyl)oxy)-3',6'-dihydro-[2,4'-bipyridine] FC1=C(COC2=CC=CC(=N2)C=2CC=NCC2)C=CC(=C1)C(CC)=O